CCCON(C(=O)NC=1C=C2C(=CNC2=CC1)C1CCN(CC1)C(C)CCC)C1=CC=CC=C1 N-(3-propoxy)phenyl-N'-(3-(1-(2-pentyl)piperidin-4-yl)-1H-indol-5-yl)urea